CN1C(C(=C(C2=CC=CC=C12)N1CC[C@@H](CCC1)C1=CC=C(C=C1)C(C)C)C#N)=O |r| (Rac)-1-methyl-2-oxo-4-{4-[4-(propan-2-yl)phenyl]azepan-1-yl}-1,2-dihydroquinoline-3-carbonitrile